r-6-amino-2-cyclopropyl-5-(3-hydroxy-2,6-dimethyl-phenyl)-3-(trideuteromethyl)pyrrolo[2,3-b]pyrazine-7-carboxamide NC1=C(C=2C(=NC(=C(N2)C2CC2)C([2H])([2H])[2H])N1C1=C(C(=CC=C1C)O)C)C(=O)N